allyl 2-phenoxyethyl ether O(C1=CC=CC=C1)CCOCC=C